2-(7-((2S,5R)-2,5-dimethyl-4-(1-(3-methylisoquinolin-6-yl)ethyl)piperazin-1-yl)-4-methyl-5-oxo-4,5-dihydro-2H-pyrazolo[4,3-b]pyridin-2-yl)acetonitrile C[C@@H]1N(C[C@H](N(C1)C(C)C=1C=C2C=C(N=CC2=CC1)C)C)C=1C=2C(N(C(C1)=O)C)=CN(N2)CC#N